CCCCCCCCC(C)CC(=O)CC1=CC(=CC(=O)O1)O The molecule is an acyl tetraketide pyran-2-one that is 4-hydroxy-2H-pyran-2-one in which the hydrogen at position 6 is replaced by a 4-methyl-2-oxododecyl group.